3-oxo-N-octadecanoylhomoserine O=C([C@H](NC(CCCCCCCCCCCCCCCCC)=O)C(=O)O)CO